3-((7H-pyrido[4',3':4,5]pyrrolo[2,3-c][2,7]naphthyridin-5-yl)amino)-N,N-dimethylbenzenesulfonamide C1=C2C3=C(N=C(C2=CN=C1)NC=1C=C(C=CC1)S(=O)(=O)N(C)C)NC1=C3C=CN=C1